COC=1C=C(OC2=C(C=CC=C2)NC([C@H](C)NC(=O)C2=CC=CC3=CC=CC=C23)=O)C=CC1 (S)-N-(1-((2-(3-methoxyphenoxy)phenyl)amino)-1-oxopropan-2-yl)-1-naphthamide